N-{2-[3-chloro-5-(trifluoromethyl)phenyl]-5-(2,6-difluoro-4-methoxyphenyl)-1-methyl-3-oxo-2,3-dihydro-1H-pyrazol-4-yl}-4-(difluoromethoxy)benzamide ClC=1C=C(C=C(C1)C(F)(F)F)N1N(C(=C(C1=O)NC(C1=CC=C(C=C1)OC(F)F)=O)C1=C(C=C(C=C1F)OC)F)C